OC1C2(C(N(C(C1(CN(C2)CC2=CC=CC(=N2)C(=O)O)C(=O)OC)C2=NC=CC=C2)CC2=CC=CC(=N2)C(=O)O)C2=NC=CC=C2)C(=O)OC 6,6'-({9-hydroxy-1,5-bis(methoxycarbonyl)-2,4-bis(pyridin-2-yl)-3,7-diazabicyclo[3.3.1]non-3,7-diyl}bis(methylene))dipicolinic acid